C(C)(C)N1CCN(CC1)CC=1N=C(OC1)C=1C=NC2=CC=C(N=C2C1)C=1C(=NNC1)C1=NC(=CC=C1)C 4-[(4-isopropylpiperazin-1-yl)methyl]-2-[6-[3-(6-methyl-2-pyridyl)-1H-pyrazol-4-yl]-1,5-naphthyridin-3-yl]oxazole